FC(OC1=CC=C2C3=C(NC2=C1)C=NC(=C3)NC(=O)C3CC3)(F)F N-(7-(trifluoromethoxy)-9H-pyrido[3,4-b]indol-3-yl)cyclopropanecarboxamide